PHENYLOXADIAZOLE C1=CC=C(C=C1)C2=CON=N2